2-(3-acetyl-5-(pyrimidin-5-ylamino)-1H-indazol-1-yl)acetic acid C(C)(=O)C1=NN(C2=CC=C(C=C12)NC=1C=NC=NC1)CC(=O)O